1,4,10,13-tetraoxa-7,16-diazaoctadecan OCCOCCNCCOCCOCCNCC